tert-butyl (3-(benzyl(propyl)amino)propyl)(methyl)carbamate C(C1=CC=CC=C1)N(CCCN(C(OC(C)(C)C)=O)C)CCC